[Cl-].CC1(C=[N+](C2=CC=CC=C12)CCCCC(OC1=CC=CC=C1)=O)C 3,3-dimethyl-1-(5-oxo-5-phenoxypentyl)-3H-indol-1-ium chloride